C(#N)C1=C(C=C(C=N1)C(=O)NC=1C(=NC=CC1)S(=O)(=O)C)C 6-cyano-N-(2-methanesulfonylpyridin-3-yl)-5-methylpyridine-3-carboxamide